C(C)(C)(C)OC(=O)NN[C@H]([C@H](C)OCC1=CC=CC=C1)CC 2-((2S,3S)-2-(benzyloxy)pentane-3-yl)hydrazinecarboxylic acid tert-butyl ester